2-hydroxyethoxyphenylpropane OCCOC(CC)C1=CC=CC=C1